CN1C2=C(C=3C=CC(=CC13)C=1C=CC(=NC1)N1CC(C1)OC1CCN(CC1)C(=O)OCC1=CC=CC=C1)C=NC=C2 benzyl 4-[[1-(5-[5-methyl-5H-pyrido[4,3-b]indol-7-yl]pyridin-2-yl)azetidin-3-yl]oxy]piperidine-1-carboxylate